OC[C@H](C1=CC=CC=C1)NC1=CC(=NC=C1C1=NC(=NO1)C=1C=NC=CC1)NC=1C=C2C(N(C(C2=CC1)=O)CCC)(C)C (S)-5-((4-((2-hydroxy-1-phenylethyl)amino)-5-(3-(pyridin-3-yl)-1,2,4-oxadiazol-5-yl)pyridin-2-yl)amino)-3,3-dimethyl-2-propylisoindolin-1-one